4-[4-({2-[4-(chlorodifluoromethyl)phenyl]-1,3-thiazol-4-yl}methyl)piperazin-1-yl]-N,N,6-trimethylpyrimidin-2-amine ClC(C1=CC=C(C=C1)C=1SC=C(N1)CN1CCN(CC1)C1=NC(=NC(=C1)C)N(C)C)(F)F